FC1=CC=C(CCN2CC(C=3C2=NC=C(N3)C(=O)N3C(CN(CC3)C3=NC(=C(C(=O)OC)C(=C3)C)C)(C)C)(C)C)C=C1 methyl 6-(4-(5-(4-fluorophenethyl)-7,7-dimethyl-6,7-dihydro-5H-pyrrolo[2,3-b]pyrazine-2-carbonyl)-3,3-dimethylpiperazin-1-yl)-2,4-dimethylnicotinate